4-amino-3-(4-phenoxyphenyl)pyrazolo[3,4-d]pyrimidin NC1=C2C(=NC=N1)NN=C2C2=CC=C(C=C2)OC2=CC=CC=C2